IC1=CC2=C(C3=C(O2)C=2C=CC=CC2C=C3)C=C1 9-iodonaphtho[1,2-b]benzofuran